N-{[4-(2-tert-Butylphenyl)piperazin-1-yl]carbonyl}glycine C(C)(C)(C)C1=C(C=CC=C1)N1CCN(CC1)C(=O)NCC(=O)O